benzyl (E)-3-[4-(5-carbamoyl-1-methyl-indazol-6-yl)oxyphenoxy]prop-2-enoate C(N)(=O)C=1C=C2C=NN(C2=CC1OC1=CC=C(O/C=C/C(=O)OCC2=CC=CC=C2)C=C1)C